ClC1=C(C=CC(=C1)Cl)C1=C(C2=C(CCC1)C(=C(C=C2)O)F)C2=CC=C(C=C2)O[C@@H]2CN(CC2)CCCF 6-(2,4-dichlorophenyl)-1-fluoro-5-[4-[(3S)-1-(3-fluoropropyl)pyrrolidin-3-yl]oxyphenyl]-8,9-dihydro-7H-benzo[7]annulen-2-ol